BrC=1C(=NC(=NC1)NC1=C(C=C(C=C1)S(=O)(=O)Cl)C)NC1=C(C(=CC=C1)F)C(N)=O 4-((5-bromo-4-((2-carbamoyl-3-fluorophenyl)amino)pyrimidin-2-yl)amino)-3-methylbenzene-1-sulfonyl chloride